(S)-1-chloro-7-(2-((2-(hydroxymethyl)-5-oxopyrrolidin-1-yl)methoxy)ethoxy)isoquinoline-6-carbonitrile ClC1=NC=CC2=CC(=C(C=C12)OCCOCN1[C@@H](CCC1=O)CO)C#N